1-pentylpiperidin-1-ium bromide [Br-].C(CCCC)[NH+]1CCCCC1